N-(methyl-d3)pyridine-2-carboxamide C(NC(=O)C1=NC=CC=C1)([2H])([2H])[2H]